CC1(OCCN(C1)C=1SC2=C(N1)SC(=C2)C(=O)OCC)C ethyl 2-(2,2-dimethylmorpholino)thieno[2,3-d]thiazole-5-carboxylate